hydroxybenzoic acid Francium [Fr].OC1=C(C(=O)O)C=CC=C1